4-(3-pyridyl)pyridine-3-carbaldehyde N1=CC(=CC=C1)C1=C(C=NC=C1)C=O